ClC1=C(C=CC=C1)C=1N(C(=C(N1)C1=CC=CC=C1)C1=CC=CC=C1)C1(N=C(C(=N1)C1=CC=CC=C1)C1=CC=CC=C1)C1=C(C=CC=C1)Cl 2-(2-chlorophenyl)-1-[2-(2-chlorophenyl)-4,5-diphenyl-1,3-diazole-2-yl]-4,5-diphenyl-imidazole